S1C=NC=C1COC(N[C@@H](CC1=CC=CC=C1)[C@H](C[C@@H](CC1=CC=CC=C1)NC([C@H](C(C)C)NC(N(CC=1N=C(SC1)C(C)C)C)=O)=O)O)=O N-[(2S,3S,5R)-3-hydroxy-5-[[(2S)-3-methyl-2-[[methyl-[(2-isopropyl-1,3-thiazol-4-yl)methyl]carbamoyl]amino]butyryl]amino]-1,6-diphenyl-hexan-2-yl]carbamic acid 5-thiazolylmethyl ester